C1=CC=CC=2C3=CC=CC=C3N(C12)C1=C2C(=NC(C2=C(C(=C1N1C2=CC=CC=C2C=2C=CC=CC12)N1C2=CC=CC=C2C=2C=CC=CC12)N1C2=CC=CC=C2C=2C=CC=CC12)=O)N 4,5,6,7-tetrakis(carbazol-9-yl)-3-amino-1H-isoindol-1-one